COC1=C(C=CC(=C1)C1=NN=CN1C)NC=1N=CC2=C(N1)C(=NC(=C2)C)NCC(C)(C)C N2-(2-methoxy-4-(4-methyl-4H-1,2,4-triazol-3-yl)phenyl)-6-methyl-N8-neopentylpyrido[3,4-d]pyrimidine-2,8-diamine